ethyl 6-((1-((1-(2-(2-bromoethoxy)ethoxy)-2-methylpropan-2-yl)sulfonyl)cyclopropyl)methyl)-1-(4-methoxybenzyl)-7-oxo-4,5,6,7-tetrahydro-1H-pyrazolo[3,4-c]pyridine-3-carboxylate BrCCOCCOCC(C)(C)S(=O)(=O)C1(CC1)CN1C(C2=C(CC1)C(=NN2CC2=CC=C(C=C2)OC)C(=O)OCC)=O